2,6-Diisopropyl-phenylisocyanat C(C)(C)C1=C(C(=CC=C1)C(C)C)N=C=O